N1=CN=C(C2=C1NC=C2)NC=2C=C(C=CC2N2CC(CCC2)C#N)NS(=O)(=O)CC2CC2 N-(3-((7H-pyrrolo[2,3-d]pyrimidin-4-yl)amino)-4-(3-cyanopiperidin-1-yl)phenyl)-1-cyclopropylmethanesulfonamide